ClC1=CC(=NC(=N1)OC)N1C(CC2(CCCC2)CC1)CO (8-(6-chloro-2-methoxypyrimidin-4-yl)-8-azaspiro[4.5]decan-7-yl)methanol